Cl.COC(C1=NC=C(C=C1)O[C@@H]1[C@H](NC1)C)=O 5-(((2r,3s)-2-methylazetidin-3-yl)oxy)picolinic acid methyl ester HCl salt